C1=C2C(=CN=C1)OCC=1C=C(C=CC12)N1C(CCC1)=O 1-(6H-isochromeno[3,4-C]pyridin-8-yl)pyrrolidin-2-one